Oxolamine citrate salt CCN(CC)CCC1=NC(=NO1)C2=CC=CC=C2.C(C(=O)O)C(CC(=O)O)(C(=O)O)O